(3-bromo-2,5-dimethoxy-7-bicyclo[4.2.0]octa-1(6),2,4-trienyl)methylamine, hydrobromide Br.BrC1=C(C=2CC(C2C(=C1)OC)CN)OC